ClC=1C=C2C(=NC=NC2=C(C1)C(F)(F)F)N[C@@H](C)C1=NC=NN1C1=CC(=NC=N1)C(=O)N(C)C1CC1 6-[5-[(1S)-1-[[6-chloro-8-(trifluoro-methyl)quinazolin-4-yl]amino]ethyl]-1,2,4-triazol-1-yl]-N-cyclopropyl-N-methyl-pyrimidine-4-carboxamide